3-chloro-N-methyl-N-(4-(piperidin-1-ylsulfonyl)benzyl)-1H-indole-1-carboxamide ClC1=CN(C2=CC=CC=C12)C(=O)N(CC1=CC=C(C=C1)S(=O)(=O)N1CCCCC1)C